C(C)(C)(C)OC(=O)N1CC=2N([C@@H](C1)C)N=C(C2)C2=C(C1=C(C(=N2)O)C=CS1)C1=C(C=C(C=C1)F)OC(C)C (7R)-2-[7-(4-fluoro-2-isopropoxy-phenyl)-4-hydroxy-thieno[3,2-c]pyridin-6-yl]-7-methyl-6,7-dihydro-4H-pyrazolo[1,5-a]pyrazine-5-carboxylic acid tert-butyl ester